Cyanomethyl benzodithioate C(C1=CC=CC=C1)(=S)SCC#N